ClC=1C(=C(NC2=C(NC3=C2C(NCC3)=O)C3=C(C=NC=C3)OCC[C@H]3OCCOC3)C=CC1)OC 3-(3-Chloro-2-methoxyanilino)-2-(3-{2-[(2R)-1,4-dioxan-2-yl]ethoxy}pyridin-4-yl)-1,5,6,7-tetrahydro-4H-pyrrolo[3,2-c]pyridin-4-one